F[C@H]1[C@H](C1)C(=O)NC1=NC=C2C=C(C(N(C2=C1)C)=O)C=1C=NC(=CC1C)C(CCCF)O (1R,2R)-2-fluoro-N-{3-[6-(4-fluoro-1-hydroxybutyl)-4-methylpyridin-3-yl]-1-methyl-2-oxo-1,6-naphthyridin-7-yl}cyclopropane-1-carboxamide